4-(allyloxy)-3-methoxyaniline C(C=C)OC1=C(C=C(N)C=C1)OC